C(C1=CC=CC=C1)SC1=CC=C2C(=CC(=NC2=C1)C1=CC=C(C=C1)C(F)(F)F)C 7-(benzylthio)-4-methyl-2-(4-(trifluoromethyl)phenyl)quinoline